1,16-hexadecanediol C(CCCCCCCCCCCCCCCO)O